C1(CCCC1)C(C#N)C cyclopentyl-propionitrile